N[C@@H](C(=O)NCCCCCCCN(CC(=O)OCC)C(=O)OC(C)(C)C)C1CCCCC1 ethyl (R)-N-(7-(2-amino-2-cyclohexylacetamido)heptyl)-N-(tert-butoxycarbonyl)glycinate